(S)-N-(3-(5-(4-methyl-4H-1,2,4-triazol-3-yl)spiro[2.3]hexan-5-yl)phenyl)-5-((3-methylpiperidin-1-yl)methyl)-2-oxo-1-(2,2,2-trifluoroethyl)-1,2-dihydropyridine-3-carboxamide CN1C(=NN=C1)C1(CC2(CC2)C1)C=1C=C(C=CC1)NC(=O)C=1C(N(C=C(C1)CN1C[C@H](CCC1)C)CC(F)(F)F)=O